L-α-ethylvaline C(C)[C@](N)(C(C)C)C(=O)O